(S)-(3,3-difluorocyclobutyl)(6-(1-(2-propanyl)-1H-pyrazolo[3,4-b]pyridin-5-yl)thieno[2,3-b]pyridin-2-yl)methanol FC1(CC(C1)[C@H](O)C1=CC=2C(=NC(=CC2)C=2C=C3C(=NC2)N(N=C3)C(C)C)S1)F